(1R,2S)-2-((4-bromo-3-((cyclopentyloxy)methyl)phenyl)carbamoyl)cyclohexane-1-carboxylic acid BrC1=C(C=C(C=C1)NC(=O)[C@@H]1[C@@H](CCCC1)C(=O)O)COC1CCCC1